rac-(1S*,2S*)-2-(3-chlorophenyl)-N-(4-((8-cyano-6-cyclopropyl-imidazo[1,2-a]pyridin-2-yl)methoxy)pyridin-2-yl)cyclopropane-1-carboxamide ClC=1C=C(C=CC1)[C@@H]1[C@H](C1)C(=O)NC1=NC=CC(=C1)OCC=1N=C2N(C=C(C=C2C#N)C2CC2)C1 |r|